tert-Butyl 3-ethynylazepane-1-carboxylate C(#C)C1CN(CCCC1)C(=O)OC(C)(C)C